7-(3-(benzyloxy)cyclobutyl)-5-(4-fluoroindolin-5-yl)-7H-pyrrolo[2,3-d]pyrimidin-4-amine C(C1=CC=CC=C1)OC1CC(C1)N1C=C(C2=C1N=CN=C2N)C=2C(=C1CCNC1=CC2)F